ClC=1C2=C(N=CN1)N(C1=C2C=2C(C(CC1)=O)=C(ON2)C2CC2)C2CC(C2)C(=O)OC methyl (1s,3s)-3-(11-chloro-3-cyclopropyl-4-oxo-5,6-dihydroisoxazolo[4'',3'':6',7']cyclohepta[1',2':4,5]pyrrolo[2,3-d]pyrimidin-7(4H)-yl)cyclobutane-1-carboxylate